CN1N=CC=C1OCCNC(OC(C)(C)C)=O tert-butyl N-[2-(2-methylpyrazol-3-yl)oxyethyl]carbamate